3-((3-chloro-4-(trifluoromethyl)phenyl)amino)-4-((4-(5-(chlorodifluoromethyl)-1,2,4-oxadiazol-3-yl)benzyl)(methyl)amino)cyclobut-3-ene-1,2-dione ClC=1C=C(C=CC1C(F)(F)F)NC=1C(C(C1N(C)CC1=CC=C(C=C1)C1=NOC(=N1)C(F)(F)Cl)=O)=O